8-(4-formyl-3,5-dimethoxyphenyl)-N,N,6-trimethyl-5-oxo-3,4-dihydro-1H-2,6-naphthyridine-2-carboxamide C(=O)C1=C(C=C(C=C1OC)C1=CN(C(C=2CCN(CC12)C(=O)N(C)C)=O)C)OC